iron diformate dihydrate O.O.C(=O)[O-].C(=O)[O-].[Fe+2]